3,6-bis((5-bromothiophen-2-yl)methylene)piperazine-2,5-dione BrC1=CC=C(S1)C=C1C(NC(C(N1)=O)=CC=1SC(=CC1)Br)=O